[Zn].[S] sulfur zinc salt